ClC1=C(C=CC=C1)C(C#C)=O 1-(2-chlorophenyl)prop-2-yn-1-one